N5-((6-chloro-4-methylpyridin-3-yl)methyl)-N1-(2,4-dimethoxybenzyl)isoquinoline-1,5-diamine ClC1=CC(=C(C=N1)CNC=1C=2C=CN=C(C2C=CC1)NCC1=C(C=C(C=C1)OC)OC)C